N-((5-(5-(difluoromethyl)-1,3,4-oxadiazol-2-yl)pyridin-2-yl)methyl)-N-phenylthiomorpholin-4-sulfonamide FC(C1=NN=C(O1)C=1C=CC(=NC1)CN(S(=O)(=O)N1CCSCC1)C1=CC=CC=C1)F